O[C@@H]1[C@](CCO[C@H]1C)(C)OC (2S,4R,5S,6S)-5-hydroxy-4-methoxy-4,6-dimethyl-tetrahydropyran